[N+](=O)([O-])C1=C(C=CC=C1)C1=C(C=CC=C1)B(O)O (2-nitrophenyl)benzeneboronic acid